6-isopropylbenzene C(C)(C)C1=CC=CC=C1